C(C(O)CC(=O)[O-])(=O)OCC(C)OC(C(=C)C)=O 2-(methacryloyloxy)propyl malate